N-[(3R,4S)-4-fluoro-1-(1-hydroxycyclopentanecarbonyl)pyrrolidin-3-yl]benzamide F[C@@H]1[C@@H](CN(C1)C(=O)C1(CCCC1)O)NC(C1=CC=CC=C1)=O